2-methylcyclopentane-1,3-dione CC1C(CCC1=O)=O